3-bromo-5-chloro-2-iodo-5-methylbenzoic acid BrC1=C(C(C(=O)O)=CC(C1)(C)Cl)I